6-((2-methoxypyridin-3-yl)amino)-1-phenyl-1,2-dihydro-3H-pyrazolo[4,3-c]pyridin-3-one COC1=NC=CC=C1NC1=CC2=C(C=N1)C(NN2C2=CC=CC=C2)=O